2-[1-[2-(methanesulfonyloxy)ethyl]-1H-pyrazol-4-yl]-3-methylcyclopropane CS(=O)(=O)OCCN1N=CC(=C1)C1CC1C